C1CC12CCN(CC2)CC2=CC=C(CSC1=C3CN(C(C3=CC=C1)=O)C1C(NC(CC1)=O)=O)C=C2 3-(4-((4-((6-azaspiro[2.5]octan-6-yl)methyl)benzyl)thio)-1-oxoisoindolin-2-yl)piperidine-2,6-dione